C1(CC(C(CC1)C(C)C)OC(=O)C1C(C1)C1=CC(=C(C=C1)F)F)C 2-(3,4-difluorophenyl)-cyclopropanecarboxylic acid menthyl ester